7-Bromo-N-(3-methoxyphenyl)-5-oxo-1-thioxo-4,5-dihydro-1H-thiazolo[3,4-a]quinazoline-3-carboxamid BrC=1C=C2C(NC=3N(C2=CC1)C(SC3C(=O)NC3=CC(=CC=C3)OC)=S)=O